C[C@H]1[C@H](C1)C(=O)NC=1N=CC2=C(N=CC(=C2C1)C1=NN2C(C=CC(=C2)N2CCOCC2)=N1)NC([2H])([2H])[2H] (1S,2R)-2-methyl-N-(8-((methyl-d3)amino)-5-(6-morpholino-[1,2,4]triazolo[1,5-a]pyridin-2-yl)-2,7-naphthyridin-3-yl)cyclopropane-1-carboxamide